C(C1CO1)C1C(CCCC1)(CO)CO glycidylcyclohexanedimethanol